7-Fluoro-N-(3-Methoxy-5-(4-Methyl-1H-imidazol-1-yl)phenyl)quinolin-4-amine FC1=CC=C2C(=CC=NC2=C1)NC1=CC(=CC(=C1)N1C=NC(=C1)C)OC